C(C)(C)(C)C(=O)NCCCCC(=O)O 5-(Tert-Butylcarbonyl)aminopentanoic acid